6-(3-amino-6-(4-(4-(cyclopropylmethyl)piperazin-1-yl)phenyl)-5-fluoropyrazin-2-yl)-7-fluoroisoquinolin-1(2H)-one NC=1C(=NC(=C(N1)F)C1=CC=C(C=C1)N1CCN(CC1)CC1CC1)C=1C=C2C=CNC(C2=CC1F)=O